[C@H]12COC[C@H](CC1)N2C(=O)C2=CC=C1C(=N2)N(C=C1C1=CC(=C(C=C1)Cl)F)C(C)(C)C ((1R,5S)-3-oxa-8-azabicyclo[3.2.1]octan-8-yl)(1-(tertbutyl)-3-(4-chloro-3-fluorophenyl)-1H-pyrrolo[2,3-b]pyridin-6-yl)methanone